[Na+].P(=O)([O-])([O-])OC[C@@H]1[C@H](C[C@@H](O1)N1C(=O)N=C(N)C=C1)O.[Na+] 2'-deoxycytidine 5'-monophosphate sodium salt